FC(C(CCOC)(O)C1=CC=2C(=NC(=CC2)C2=CC=3C(N=C2)=NN(C3)C)S1)(F)F 1,1,1-trifluoro-4-methoxy-2-(6-(2-methyl-2H-pyrazolo[3,4-b]pyridin-5-yl)thieno[2,3-b]pyridin-2-yl)-2-butanol